antimony-telluride [Sb]=[Te]